3-(2-oxoindolin-5-yl)-N-phenylpyridinecarboxamide O=C1NC2=CC=C(C=C2C1)C=1C(=NC=CC1)C(=O)NC1=CC=CC=C1